ClC=1C(=CC2=C(OCO2)C1)B(O)O (6-chloro-1,3-benzodioxol-5-yl)boronic acid